FC(C1=CC=C(CN2C=3N(C4=C(C2=O)CN(CC4)CC4=CC(=CC=C4)C#N)N=CC3)C=C1)(F)F 4-(4-trifluoromethylbenzyl)-7-(3-cyanobenzyl)-6,7,8,9-tetrahydropyrazolo[1,5-a]pyrido[3,4-e]pyrimidin-5(4H)-one